[Cl-].C(CCC)[N+](C)(CCCC)CCCC tri-n-butylmethylammonium chloride salt